N-(5-[2-[1-(2,2,2-trifluoroethyl)piperidin-4-yl]ethyl]-1H-indol-3-yl)acetamide FC(CN1CCC(CC1)CCC=1C=C2C(=CNC2=CC1)NC(C)=O)(F)F